BrCC(=O)C1=CC=C(S1)C(C(=O)OCC)(C(F)(F)F)O ethyl 2-[5-(2-bromoacetyl)-2-thienyl]-3,3,3-trifluoro-2-hydroxy-propanoate